2-{[3-(1H-imidazol-4-yl)-2-[3-(trifluoromethyl)-1H-1,2,4-triazol-5-yl]imidazo[1,2-a]pyrimidin-6-yl]methoxy}-1-(pyrrolidin-1-yl)ethan-1-one N1C=NC(=C1)C1=C(N=C2N1C=C(C=N2)COCC(=O)N2CCCC2)C2=NC(=NN2)C(F)(F)F